C(C)OC1=CC=C(C=C1)C1=CN=CC(=N1)C(=O)N/N=C/C1=CC(=NC(=C1)OC)O (E)-6-(4-ethoxyphenyl)-N'-((2-hydroxy-6-methoxypyridin-4-yl)methylene)pyrazine-2-carbohydrazide